ethyl (E)-2-(4-bromopyridin-2-yl)-2-(hydroxyimino)acetate BrC1=CC(=NC=C1)\C(\C(=O)OCC)=N/O